2-(2,6-dichlorophenyl)-5-((4-(5-ethyl-3-(trifluoromethyl)-1H-1,2,4-triazol-1-yl)phenyl)amino)-2H-1,2,3-triazole-4-carboxamide ClC1=C(C(=CC=C1)Cl)N1N=C(C(=N1)C(=O)N)NC1=CC=C(C=C1)N1N=C(N=C1CC)C(F)(F)F